CC1=C2C(=NN(C2=CC=C1)COCC[Si](C)(C)C)C#N 4-methyl-1-{[2-(trimethylsilyl)ethoxy]methyl}-1H-indazole-3-carbonitrile